P(=O)(O)(O)O.C(=C)C1=NC=CN1CCCCS(=O)(=O)O vinyl-3-(sulfobutyl)imidazole dihydrogen phosphate